FC1=C(C=C(C(=C1O)F)C(F)(F)F)C1=NN(C2=NC(=NC=C21)N2C(COCC2)C(=O)O)C 4-(3-(2,4-Difluoro-3-hydroxy-5-(trifluoromethyl)phenyl)-1-methyl-1H-pyrazolo[3,4-d]pyrimidin-6-yl)morpholine-3-carboxylic Acid